CC=1C(=NC=C(C1)C1=NOC(=N1)C(F)(F)F)C=O 3-methyl-5-(5-(trifluoromethyl)-1,2,4-oxadiazol-3-yl)picolinaldehyde